4-(2-oxoethyl)piperidine-1,4-dicarboxylic acid 1-tert-butyl 4-methyl ester COC(=O)C1(CCN(CC1)C(=O)OC(C)(C)C)CC=O